[5-(chloromethyl)-1,3,4-oxadiazol-2-yl]-3-(1,4-oxazin-4-yl)-1,2-diazine ClCC1=NN=C(O1)C1=C(N=NC=C1)N1C=COC=C1